2-Cyclopent-2-enyl-N-(2-methoxy-6-methyl-4-morpholin-4-yl-phenyl)-acetamide C1(C=CCC1)CC(=O)NC1=C(C=C(C=C1C)N1CCOCC1)OC